5-fluoro-2-(2-methylpyrazol-3-yl)aniline FC=1C=CC(=C(N)C1)C=1N(N=CC1)C